ClC1=C2C(=NC=C1)N(C(=N2)N2CCOCC2)COCC[Si](C)(C)C 4-(7-chloro-3-((2-(trimethylsilyl)ethoxy)methyl)-3H-imidazo[4,5-b]pyridin-2-yl)morpholine